Methyl Undecylenate (methyl (E)-undec-9-enoate) CC(C(=O)O)CCCCCC\C=C\C.C(CCCCCCCCC=C)(=O)OC